CCC[Si][Si] disilapentane